CC1(CCN(CC1)C=1OC2=C(C=C(C=C2C(C1)=O)C)C(C)NC1=CC=C(C(=C1C(=O)O)C)F)C 6-((1-(2-(4,4-dimethylpiperidin-1-yl)-6-methyl-4-oxo-4H-chromen-8-yl)ethyl)amino)-3-fluoro-2-methylbenzoic acid